C(C)(=O)N[C@@H](CSC=1N(C=2N(C(N(C(C2N1)=O)C)=O)C)CC1=CC=C(C=C1)F)C(=O)NCCOCCOCCOCCOCCOCCCCCCCl N2-Acetyl-N-(21-chloro-3,6,9,12,15-pentaoxahenicos-1-yl)-S-(9-(4-fluorobenzyl)-1,3-dimethyl-2,6-dioxo-2,3,6,9-tetrahydro-1H-purin-8-yl)-L-cysteinamide